2,2'-(ethylenedioxy)-bis-ethylamine CC1CC(OC1C)ON